N-(2-methoxycarbonylbenzenesulfonyl)acetamide COC(=O)C1=C(C=CC=C1)S(=O)(=O)NC(C)=O